C(C)OC=1C=C2C(=CC(NC2=CC1)(C)C)C 6-ethoxy-1,2-dihydro-2,2,4-trimethylquinoline